(S)-5-((1,4-oxazepan-3-yl)methoxy)-2,7-dichloro-8-fluoropyrido[4,3-d]pyrimidin-4(3H)-one O1C[C@H](NCCC1)COC1=NC(=C(C=2N=C(NC(C21)=O)Cl)F)Cl